(difluoromethyl)-1-methyl-N-[2-(3,4,5-trifluorophenyl)phenyl]-1H-pyrazole-4-carboxamide FC(F)C1=NN(C=C1C(=O)NC1=C(C=CC=C1)C1=CC(=C(C(=C1)F)F)F)C